2-[3-(3-bromophenyl)ureido]-4-fluoro-N-(2-hydroxy-ethyl)benzamide BrC=1C=C(C=CC1)NC(NC1=C(C(=O)NCCO)C=CC(=C1)F)=O